NC[C@H](CC(=O)O)C[C@@H](CCCC(C)C)C (3S,5R)-3-aminomethyl-5,9-dimethyl-decanoic acid